O1C=CC2(C=C1)CC(NC1=C(O2)C=CC=C1)=O 3H-spiro[benzo[b][1,4]oxazepin-2,4'-pyran]-4(5H)-one